8-(1-((tert-butyldimethylsilyl)oxy)-3,3,3-trifluoropropyl)-6-fluoroisoquinoline [Si](C)(C)(C(C)(C)C)OC(CC(F)(F)F)C=1C=C(C=C2C=CN=CC12)F